(S)-5-fluoro-4-(4-(methoxycarbonyl)-5-methyloxazol-2-yl)-2-((1,1,1-trifluoropropan-2-yl)oxy)benzoic acid FC=1C(=CC(=C(C(=O)O)C1)O[C@H](C(F)(F)F)C)C=1OC(=C(N1)C(=O)OC)C